ditrimethylolpropane tricaprylate C(CCCCCCC)(=O)O.C(CCCCCCC)(=O)O.C(CCCCCCC)(=O)O.C(O)C(CC)(CO)CO.C(O)C(CC)(CO)CO